4-deoxy-4-fluoro-β-D-glucopyranose F[C@H]1[C@@H]([C@H]([C@H](O)O[C@@H]1CO)O)O